COC(=O)C1=NC=CC(=C1)B(O)O (2-(methoxycarbonyl)pyridin-4-yl)boronic acid